bromo-1-butyne BrC#CCC